(S)-3-hydroxypyrrolidin-2-one O[C@@H]1C(NCC1)=O